C(C)OC1=NC=CC=C1C1=C(C2=C(N=C1)N(N=C2C(C)C)C)NCC2=NNC=C2 (2-ethoxy-3-pyridyl)-3-isopropyl-1-methyl-N-(1H-pyrazol-3-ylmethyl)pyrazolo[3,4-b]pyridin-4-amine